3-bromoquinolinone BrC=1C(NC2=CC=CC=C2C1)=O